C(#C)C=1SC=C(N1)NC(=O)N[C@@H](CO)C1=CC=C(C=C1)C1=CC(=CC=C1)N1CCCC1 (R)-1-(2-ethynyl-thiazol-4-yl)-3-(2-hydroxy-1-(3'-(pyrrolidin-1-yl)-[1,1'-biphenyl]-4-yl)-ethyl)-urea